2-(2-(2-(2,6-dioxopiperidin-3-yl)-1-oxoisoindolin-4-yl)thiazol-5-yl)acetonitrile O=C1NC(CCC1N1C(C2=CC=CC(=C2C1)C=1SC(=CN1)CC#N)=O)=O